ClC1=C(C(=O)N(C)CCN2CC[N+](CC2)(C)C)C=CC(=C1)NC=1C=2N(C=CN1)C(=CN2)C2=C(C(=C(C=C2)OCC#N)F)F 2-Chloro-4-[[3-[4-(cyanomethoxy)-2,3-difluoro-phenyl]imidazo[1,2-a]pyrazin-8-yl]amino]-N-[2-(4,4-dimethylpiperazin-4-ium-1-yl)ethyl]-N-methyl-benzamide